N1C(=CC2=CC=CC=C12)SC(CC(C(=O)OC)C(=O)OC)C1=CC(=CC=C1)OC Dimethyl 2-(2-((1H-indol-2-yl)thio)-2-(3-methoxyphenyl)ethyl)malonate